P(=O)(O)(O)C1=CN=C2N=CNC2=C1 phosphonodeazapurine